6-methoxy-7-(piperidin-1-yl)-l-1-bromo-13,13-dipropyl-3-phenyl-3-(2-(2-(1-hydroxyethoxy)ethoxy)ethoxy)phenyl-3H,13H-indeno[2',3':3,4]naphtho[1,2-b]pyran COC1=CCC(CC1(Br)C=1C2=C(OCC1)C=1C=CC(=CC1C1=C2C(C2=CC=CC=C21)(CCC)CCC)N2CCCCC2)(OCCOCCOC(C)O)C2=CC=CC=C2